8-amino-N-(4-{2-[(3R)-3-(dimethylamino)pyrrolidin-1-yl]-2-oxoethyl}-1,3-thiazol-2-yl)-4,4-dimethyl-4,5-dihydro-1H-pyrazolo[4,3-H]quinazoline-3-carboxamide NC1=NC=2C3=C(C(CC2C=N1)(C)C)C(=NN3)C(=O)NC=3SC=C(N3)CC(=O)N3C[C@@H](CC3)N(C)C